2-fluoro-3-[6-(4-fluoro-3-hydroxybenzenesulfonyl)pyridin-2-yl]phenol FC1=C(C=CC=C1C1=NC(=CC=C1)S(=O)(=O)C1=CC(=C(C=C1)F)O)O